C(C)(C)(C)OC(=O)N1C[C@@H]2N(CC[C@@H]2[C@H]1C)C(=O)C=1OC(=CN1)C1=CC(=NC=C1)C#N (3AR,4R,6aR)-1-(5-(2-cyanopyridin-4-yl)oxazol-2-carbonyl)-4-methylhexahydropyrrolo-[3,4-b]pyrrole-5(1H)-carboxylic acid tert-butyl ester